C=C(CC1C(OC(C1)=O)=O)CC 3-(2-methylenebutyl)tetrahydrofuran-2,5-dione